C(C)(C)(C)C1=CC=C(C(=N1)F)C(=O)NS(=O)(=O)C1=NC(=CC=C1)NC(C[C@@H]1CNC(C1)(C)C)C1=CC=CC=C1 6-tert-butyl-N-[[6-[[2-[(3S)-5,5-dimethylpyrrolidin-3-yl]-1-phenyl-ethyl]amino]-2-pyridyl]sulfonyl]-2-fluoro-pyridine-3-carboxamide